{5-[2-(2-fluoroethoxy)ethyl]-2-thienyl}methanone benzyl-4-[[1-(3-tert-butoxy-3-oxo-propyl)-4-piperidyl]oxy]piperidine-1-carboxylate C(C1=CC=CC=C1)OC(=O)N1CCC(CC1)OC1CCN(CC1)CCC(=O)OC(C)(C)C.FCCOCCC1=CC=C(S1)C=O